C(#N)C1=CC=C(CNC(=O)C=2NC=C(C2)C(C(C)C)=O)C=C1 N-(4-cyanobenzyl)-4-isobutyryl-1H-pyrrole-2-carboxamide